3-(4-((5-(4-((4-((3,4-dichloro-2-fluorophenyl)amino)-7-methoxyquinazolin-6-yl)oxy)piperidin-1-yl)-5-oxopentyl)thio)-1-oxoisoindolin-2-yl)piperidine-2,6-dione ClC=1C(=C(C=CC1Cl)NC1=NC=NC2=CC(=C(C=C12)OC1CCN(CC1)C(CCCCSC1=C2CN(C(C2=CC=C1)=O)C1C(NC(CC1)=O)=O)=O)OC)F